COCCNC1=CC=C(C(=O)O)C=C1 4-((2-methoxyethyl)amino)benzoic acid